ClC=1C(=C(C(=O)O)C=C(C1)C(F)(F)F)I 3-chloro-2-iodo-5-(trifluoromethyl)benzoic acid